[Si](C)(C)(C(C)(C)C)OCCCC(CCCCCCCC)O 1-((tert-butyldimethylsilyl)oxy)dodecan-4-ol